N-(5-Methyl-1H-indazol-4-yl)-2-((6-(2-oxo-2-(pyrrolidin-1-yl)ethyl)pyridin-2-yl)amino)thiazole-5-carboxamide CC=1C(=C2C=NNC2=CC1)NC(=O)C1=CN=C(S1)NC1=NC(=CC=C1)CC(N1CCCC1)=O